CN(C(OC(C)N1C(C=CC2=CC=C(C=C12)OCCCCN1CCN(CC1)C1=CC=CC=2SC=CC21)=O)=O)CCCCCCCCCCCCCC 1-(7-(4-(4-(benzo[b]thiophen-4-yl)piperazin-1-yl)butoxy)-2-oxoquinolin-1(2H)-yl)ethyl methyl(tetradecyl)carbamate